(1R,2R)-N-((S)-2-(dimethylamino)-3-(4-hydroxy-2,6-dimethylphenyl)propyl)-2-methyl-2-phenylcyclopropane-1-carboxamide CN([C@H](CNC(=O)[C@H]1[C@@](C1)(C1=CC=CC=C1)C)CC1=C(C=C(C=C1C)O)C)C